trimethyl{[4-(4,4,5,5-tetramethyl-1,3,2-dioxaborolan-2-yl)phenyl]ethynyl}silane C[Si](C#CC1=CC=C(C=C1)B1OC(C(O1)(C)C)(C)C)(C)C